O1CC(C1)CN1N=CC(=C1)C=1C=CC=2N(C1)N=CC2C#N 6-(1-(oxetan-3-ylmethyl)-1H-pyrazol-4-yl)pyrazolo[1,5-a]pyridine-3-carbonitrile